[Si](C)(C)(C(C)(C)C)O[C@H]1C[C@H](C2(C1)CCN(CC2)C(=O)OC(C)(C)C)N[S@](=O)C(C)(C)C (1R,3R)-tert-Butyl 3-((tert-butyldimethylsilyl)oxy)-1-((R)-1,1-dimethylethylsulfinamido)-8-azaspiro[4.5]decane-8-carboxylate